BrC1=CC(=C(C=C1)NS(=O)=O)F.[Na] sodium N-(4-bromo-2-fluorophenyl)sulfonamide